N4-((2-methylthiazol-4-yl)methyl)terephthalamide CC=1SC=C(N1)CNC(C1=CC=C(C(=O)N)C=C1)=O